(Z)-1-(3,4-dimethoxybenzyl)-3-((3,5-dimethyl-1H-pyrrol-2-yl)methylene)-2-indolone COC=1C=C(CN2C(\C(\C3=CC=CC=C23)=C/C=2NC(=CC2C)C)=O)C=CC1OC